CN1C([C@@](C2=CC=CC=C12)(C(=O)OC)CCC)=O Methyl (R)-1-methyl-2-oxo-3-propylindoline-3-carboxylate